C1(CC1)C(=O)N1C2CN(CC1CC2)C2=NC=NN1C2=CC(=C1)C1=CC(=NO1)C Cyclopropyl-(3-(6-(3-methylisoxazol-5-yl)pyrrolo[2,1-f][1,2,4]triazin-4-yl)-3,8-diazabicyclo[3.2.1]oct-8-yl)methanone